ClC=1C(=C(C=CC1)CN1[C@@H]2[C@H](C[C@H]1CC2)NC(OC(C)(C)C)=O)C2=CC=NS2 |r| tert-butyl N-[rac-(1S,2S,4R)-7-[(3-chloro-2-isothiazol-5-yl-phenyl)methyl]-7-azabicyclo[2.2.1]heptan-2-yl]carbamate